bis(4-butylbenzoic acid) aluminum [Al].C(CCC)C1=CC=C(C(=O)O)C=C1.C(CCC)C1=CC=C(C(=O)O)C=C1